N-(4-((5-methyl-6-(4-(trifluoromethyl)piperidin-1-yl)pyridin-3-yl)amino)benzyl)-5-oxopyrrolidine-3-carboxamide CC=1C=C(C=NC1N1CCC(CC1)C(F)(F)F)NC1=CC=C(CNC(=O)C2CNC(C2)=O)C=C1